(S)-2-((6-hydroxy-6'-oxo-3',6'-dihydro-[2,4'-bipyridyl]-1'(2'H)-yl)methyl)-1-(oxetan-2-ylmethyl)-1H-benzo[d]imidazole-6-carboxylic acid methyl ester COC(=O)C=1C=CC2=C(N(C(=N2)CN2CCC(=CC2=O)C2=NC(=CC=C2)O)C[C@H]2OCC2)C1